5-bromo-2-tert-butyl-4-(4,4-difluorocyclohexyl)pyrimidine BrC=1C(=NC(=NC1)C(C)(C)C)C1CCC(CC1)(F)F